C(C)(C)(C)C1=C(C(=CC(=C1)C(C)(C)C)N1N=C2C(=N1)C=CC(=C2)Cl)O 2,4-di-tert-butyl-6-(5-chloro-2H-1,2,3-benzotriazol-2-yl)phenol